FC1=C(C(=O)O)C=CC(=C1)OC1=NC=CC=N1 2-fluoro-4-pyrimidin-2-yloxy-benzoic acid